1-[[(5S,7s)-7-fluoro-5-phenyl-6,7-dihydro-5H-pyrrolo[1,2-b][1,2,4]triazol-2-yl]sulfonyl]cyclopropanecarbonitrile F[C@H]1C[C@H](N2N=C(N=C21)S(=O)(=O)C2(CC2)C#N)C2=CC=CC=C2